(1R,5S)-3-(7-chloro-3-cyano-8-fluoro-2-(((S)-1-methylpyrrolidin-2-yl)methoxy)-1,6-naphthyridin-4-yl)-3,8-diazabicyclo[3.2.1]octane-8-carboxylic acid tert-butyl ester C(C)(C)(C)OC(=O)N1[C@H]2CN(C[C@@H]1CC2)C2=C(C(=NC1=C(C(=NC=C21)Cl)F)OC[C@H]2N(CCC2)C)C#N